S(=O)(=O)([O-])OOS(=O)(=O)[O-].[Cl+].[Cl+] chlorine persulfate